BrC=1SC=CC1CN1C(C(C2=CC=C(C=C12)C(=O)O)(C)C)=O 1-((2-bromothiophen-3-yl)methyl)-3,3-dimethyl-2-oxoindoline-6-carboxylic acid